tert-butyl 4-(5-(2,8-dimethylimidazo[1,2-b]pyridazin-6-yl)-7-fluoro-2H-indazol-2-yl)piperidine-1-carboxylate CC=1N=C2N(N=C(C=C2C)C2=CC3=CN(N=C3C(=C2)F)C2CCN(CC2)C(=O)OC(C)(C)C)C1